2,5-dichloromethyl-thiophene ClCC=1SC(=CC1)CCl